ClC=1C=C(OC2CCC(CC2)NC(=O)C=2N=NC(=CC2)N2CCC(CC2)N2CCC(CC2)N2C=CC3=C(C=CC=C23)N2C(NC(CC2)=O)=O)C=CC1C#N N-((1r,4r)-4-(3-Chloro-4-cyanophenoxy)cyclohexyl)-6-(4-(4-(2,4-dioxotetrahydropyrimidin-1(2H)-yl)-1H-indol-1-yl)-[1,4'-bipiperidin]-1'-yl)pyridazine-3-carboxamide